ClC1=CC=C2C(=N1)NCC2 6-chloro-2,3-dihydro-1H-pyrrolo[2,3-b]pyridine